C1=CC=C(C=2SC3=C(C21)C=CC=C3)C=3C=C2C=CC(=C(C2=CC3)C3=C(C=CC2=CC(=CC=C32)C3=CC=CC2=C3SC3=C2C=CC=C3)OC3=C(C=C(C2=CC=CC=C32)CO)C3=CC2=CC=CC=C2C=C3)OC3=C(C=C(C2=CC=CC=C32)CO)C3=CC2=CC=CC=C2C=C3 [(6,6'-bis(dibenzo[b,d]thiophen-4-yl)[1,1'-binaphthalene]-2,2'-diyl)bis(oxy[2,2'-binaphthalene]-1,4-diyl)]dimethanol